N-[4-fluoro-5-(2-morpholin-4-ylpyrimidin-5-yl)-2-[rac-(3aR,6aR)-1-propyl-2,3,3a,4,6,6a-hexahydropyrrolo[2,3-c]pyrrol-5-yl]phenyl]-6-oxo-4-(trifluoromethyl)-1H-pyridine-3-carboxamide FC1=CC(=C(C=C1C=1C=NC(=NC1)N1CCOCC1)NC(=O)C1=CNC(C=C1C(F)(F)F)=O)N1C[C@H]2[C@@H](C1)CCN2CCC |r|